C(C)OC(CCC1=CC(=C(C(=C1)C(C)(C)C)O)C(C)(C)C)=O ethyl-3-(3,5-di-tert-butyl-4-hydroxyphenyl)propionate